N1C=NC(=C1)C(C)NC1=C(C=CC=C1)C=1C=NC=CC1 N-(1-(1H-imidazol-4-yl)ethyl)-2-(pyridin-3-yl)aniline